C(=O)O.C(C)N1C(NC2=CC(=CC=C2C1=S)CN1CCN(CC1)C=1C=CC(=NC1)C(=O)NC)=O 5-(4-((3-ethyl-2-oxo-4-thioxo-1,2,3,4-tetrahydroquinazolin-7-yl)methyl)piperazin-1-yl)-N-methylpicolinamide formate